NC=1C=C(C=C2C(=C(NC12)C1=CC=CC=C1)C#N)COCC 7-amino-5-(ethoxymethyl)-2-phenyl-1H-indole-3-carbonitrile